NC1=C(C=C(CN[C@@H]2[C@H](CCC2)O)C=C1C(F)(F)F)[N+](=O)[O-] (1S,2S)-2-((4-amino-3-nitro-5-(trifluoromethyl)benzyl)amino)cyclopentane-1-ol